ONC(=O)C1=CC=C(C=C1)NC(OCC1=CC2=CC=C(C=C2C=C1)CN(CC)CC)=O {6-((diethylamino)methyl)naphthalen-2-yl}methyl [4-(hydroxycarbamoyl)phenyl]carbamate